C=C1C2C(C(C(C1)(C2(C)C)CS(=O)(=O)O)=O)(C(=O)O)C(=O)O methylene-dicarboxyl-camphorsulfonic acid